COC(NC1=NC2=C(N1)C=CC(=C2)SCCC)=O 5-Mono(propylthio)-1H-benzimidazol-2-yl-carbamic acid methyl ester